(3R,4R)-3-(((2',3,6'-trifluoro-[1,1'-biphenyl]-4-yl)methyl)amino)tetrahydro-2H-pyran-4-ol FC1=C(C(=CC=C1)F)C1=CC(=C(C=C1)CN[C@@H]1COCC[C@H]1O)F